2-(7-((2s,5r)-4-(1-(2,3-dihydrofuro[2,3-b]pyridin-6-yl)ethyl)-2,5-diethylpiperazin-1-yl)-4-methyl-5-oxo-4,5-dihydro-2H-pyrazolo[4,3-b]pyridin-2-yl)acetonitrile O1CCC=2C1=NC(=CC2)C(C)N2C[C@@H](N(C[C@H]2CC)C=2C=1C(N(C(C2)=O)C)=CN(N1)CC#N)CC